3-(3-methyl-4-morpholinylphenyl)urea CC=1C=C(C=CC1N1CCOCC1)NC(N)=O